C(C)(C)(C)OC(=O)N1CC(CCC1)C1=C(C(=NC(=N1)N)C1=CC=2C(=NC=CC2)N1)C(F)(F)F 2-((1-(tert-Butoxycarbonyl)piperidin-3-yl)-amino-5-(trifluoromethyl)pyrimidin-4-yl)-1H-pyrrolo[2,3-B]pyridine